C1(=CC=CC=C1)C1C=CC2=C(CCCCC2)C1=O 2-phenyl-1-benzocycloheptanone